5'-(2-(((R)-1-acetylpiperidin-3-yl)amino)-1-phenylethyl)-2'-chloro-6-fluoro-5-(2-methoxyethoxy)-[1,1'-biphenyl]-2-carboxamide C(C)(=O)N1C[C@@H](CCC1)NCC(C1=CC=CC=C1)C=1C=CC(=C(C1)C=1C(=CC=C(C1F)OCCOC)C(=O)N)Cl